C(C)(C)(C)C#C[Co](=C=O)(=C=O)(=C=O)(=C=O)(=C=O)=C=O tert-butylethynyl-hexacarbonyl-cobalt